C(C)C=1OC=C(C1C)O 2-ethyl-4-hydroxy-3-methyl-furan